FC(COC1=NC=CC(=C1)C1=NOC(=N1)[C@H](C)NC(OC(C)(C)C)=O)F tert-butyl (S)-(1-(3-(2-(2,2-difluoroethoxy)pyridin-4-yl)-1,2,4-oxadiazol-5-yl)ethyl)carbamate